CN1C(C(=CC=2CCCCC12)C(=O)O)=O 1-Methyl-2-oxo-1,2,5,6,7,8-hexahydro-3-quinolinecarboxylic acid